C1(=CC=CC=C1)C=1C(C2=CC=CC=C2C1)=O 2-phenyl-1-indenone